4-fluoro-3-((4-methylphenyl)sulfonamido)benzoic acid FC1=C(C=C(C(=O)O)C=C1)NS(=O)(=O)C1=CC=C(C=C1)C